FC(C(=O)C1=CC=CC=C1)(C(C1=C(C=C(C=C1OC)OC)OC)C1=CC=C(C=C1)OC)F 2,2-difluoro-3-(4-methoxyphenyl)-1-phenyl-3-(2,4,6-trimethoxyphenyl)propan-1-one